CSC[C@H]1CN([C@H](CO1)CC1=CC=C(C=C1)C(F)(F)F)C(=O)OC(C)(C)C tert-butyl (2R,5S)-2-((methylthio)methyl)-5-(4-(trifluoromethyl)benzyl)morpholine-4-carboxylate